(2,6-diisopropylphenyl)-4-(5-(trifluoromethyl)-1,2,4-oxadiazol-3-yl)benzamide C(C)(C)C1=C(C(=CC=C1)C(C)C)C1=C(C(=O)N)C=CC(=C1)C1=NOC(=N1)C(F)(F)F